NC1CCN(CC1)C1=C(C=NC2=CC=C(C=C12)C=1C=CC2=C(NC(O2)=O)C1)C1=CC(=CC(=C1)F)F 5-[4-(4-aminopiperidin-1-yl)-3-(3,5-difluorophenyl)quinolin-6-yl]-2,3-dihydro-1,3-benzoxazol-2-one